CN1C=NC=C(C1=O)SC=1C=CC=C2C=CC=NC12 3-methyl-5-(quinolin-8-ylthio)pyrimidin-4(3H)-one